BrC=1C(=NC=NC1OCCOC)C1CC1 5-bromo-4-cyclopropyl-6-(2-methoxyethoxy)pyrimidine